CC1=NC(=NC=C1CN1N=CC(=C1)NC(OC(C)(C)C)=O)N1C(C2CC2C1)=O tert-Butyl (1-((4-methyl-2-(2-oxo-3-azabicyclo[3.1.0]hexan-3-yl)pyrimidin-5-yl)methyl)-1H-pyrazol-4-yl)carbamate